N[C@H](CNC1=NC(=C2C(=N1)N(N=C2)C)NCC2=CC(=C(C=C2)C)Cl)CF 6-N-[(2R)-2-amino-3-fluoropropyl]-4-N-[(3-chloro-4-methylphenyl)methyl]-1-methylpyrazolo[3,4-d]pyrimidine-4,6-diamine